Ethyl 4-(diethoxyphosphoryl)-2-butenoate C(C)OP(=O)(OCC)CC=CC(=O)OCC